CO\C(=C(/C(=O)OC(C)(C)C)\C)\C(=O)OC1CCCCCCC1 1-(tert-butyl) 4-cyclooctyl 3-methoxy-2-methylfumarate